(R)-benzyl 2-(((benzyloxy)carbonyl)amino)-3-(7-ethoxythieno[3,2-b]pyridine-2-carboxamido)propanoate C(C1=CC=CC=C1)OC(=O)N[C@@H](C(=O)OCC1=CC=CC=C1)CNC(=O)C1=CC2=NC=CC(=C2S1)OCC